FC1=CC(=C(C=C1)C1NCCCC1)C 2-(4-fluoro-2-methylphenyl)piperidine